O[C@H]1[C@]2(O[C@H]([C@@H]1OC2)N2C(C(=NC=C2)C(=O)N)=O)CO 4-[(1S,3R,4R,7R)-7-hydroxy-1-(hydroxymethyl)-2,5-dioxabicyclo[2.2.1]heptan-3-yl]-3-oxo-3,4-dihydropyrazine-2-carboxamide